tert-butyl (1-((6-bromo-3-(6-chlorochromane-3-carbonyl)-1H-indol-1-yl)methyl)cyclopropyl)carbamate BrC1=CC=C2C(=CN(C2=C1)CC1(CC1)NC(OC(C)(C)C)=O)C(=O)C1COC2=CC=C(C=C2C1)Cl